(1r,5s,6s)-6-((1-(bicyclo[1.1.1]pent-1-yl)-5-(methoxycarbonyl)-2-oxo-1,2-dihydropyridin-4-yl)amino)-3-azabicyclo[3.1.0]hexane-3-carboxylic acid tert-butyl ester C(C)(C)(C)OC(=O)N1C[C@@H]2C([C@@H]2C1)NC1=CC(N(C=C1C(=O)OC)C12CC(C1)C2)=O